N[C@@H](CC(N)=O)C(=O)N1[C@@H](CCC1)C(=O)N[C@@H](C(C)C)C(=O)NCCCN(C(CO)=O)[C@H](C(C)(C)C)C=1N(C=C(C1)C1=C(C=CC(=C1)F)F)CC1=CC=CC=C1 L-asparaginyl-L-prolyl-N-{3-[{(1R)-1-[1-benzyl-4-(2,5-difluorophenyl)-1H-pyrrol-2-yl]-2,2-dimethylpropyl}(hydroxyacetyl)amino]propyl}-L-valinamide